8-[(2s,5r)-2,5-dimethyl-4-[1-(quinolin-5-yl)ethyl]piperazin-1-yl]-5-methyl-6-oxo-5,6-dihydro-1,5-naphthyridine-2-carbonitrile C[C@@H]1N(C[C@H](N(C1)C(C)C1=C2C=CC=NC2=CC=C1)C)C1=CC(N(C=2C=CC(=NC12)C#N)C)=O